C1(=CC=CC=C1)NS(=O)(=O)C1=CNC2=CC=CC=C12 N-(PHENYL)-Indole-3-Sulfonamide